C(C)(C)(C)C1=NOC(=N1)C(=O)NCC1=C(C=C(C=C1)C1=C2C(=NC=C1)NC(=N2)C2=C(C=CC=C2)NC([C@@H](C)Cl)=O)F (R)-3-(tert-butyl)-N-(4-(2-(2-(2-chloropropanamido)phenyl)-3H-imidazo[4,5-b]pyridin-7-yl)-2-fluorobenzyl)-1,2,4-oxadiazole-5-carboxamide